COC1=C(C=CC=C1)N1N=CC(=C1)C=1SC=C(N1)C(=O)N([C@@H]1CNCC1)C(C)C 2-[1-(2-methoxyphenyl)-1H-pyrazol-4-yl]-N-(propan-2-yl)-N-[(3S)-pyrrolidin-3-yl]-1,3-thiazole-4-carboxamide